1-(4-phenylsulfanyl-phenyl)-1-octanone C1(=CC=CC=C1)SC1=CC=C(C=C1)C(CCCCCCC)=O